O1CCN(CC1)CC1=CC=C(C=C1)C=1C=CC(=NC1)NC(=O)C1C(C1)C1=NC=CC=C1 N-(5-(4-(morpholinomethyl)phenyl)pyridin-2-yl)-2-(pyridin-2-yl)cyclopropane-1-carboxamide